4,6-dichloro-4,6-dideoxy-alpha-D-galactopyranosyl 6-chloro-6-deoxy-beta-D-fructofuranoside ClC[C@@H]1[C@H]([C@@H]([C@](CO)(O[C@@H]2[C@H](O)[C@@H](O)[C@H]([C@H](O2)CCl)Cl)O1)O)O